FC(C1=C(C=CC=C1)CS(=O)(=O)NC1=C(N=CS1)C(=O)O)(F)F 5-({[2-(trifluoromethyl)phenyl]methyl}sulfonylamino)-1,3-thiazole-4-carboxylic acid